(R)-1-((2,2-difluorobenzo[d][1,3]dioxol-4-yl)methyl)-N-(1-(4-(ethylsulfonyl)phenyl)-2-hydroxyethyl)-2-(trifluoromethyl)-1H-benzo[d]imidazole-5-carboxamide FC1(OC2=C(O1)C=CC=C2CN2C(=NC1=C2C=CC(=C1)C(=O)N[C@@H](CO)C1=CC=C(C=C1)S(=O)(=O)CC)C(F)(F)F)F